tert-butyl (2S,3R)-3-(benzyl(methoxycarbonyl)amino)-2-((benzyloxy)methyl)piperidine-1-carboxylate C(C1=CC=CC=C1)N([C@H]1[C@H](N(CCC1)C(=O)OC(C)(C)C)COCC1=CC=CC=C1)C(=O)OC